1-(3-(piperazin-1-ylmethyl)-5-(trifluoromethyl)phenyl)cyclopentane-1-carboxylic acid N1(CCNCC1)CC=1C=C(C=C(C1)C(F)(F)F)C1(CCCC1)C(=O)O